C(C1=CC=C(C(=O)[O-])C=C1)(=O)[O-].[Eu+3].[Tb+3].C(C1=CC=C(C(=O)[O-])C=C1)(=O)[O-].C(C1=CC=C(C(=O)[O-])C=C1)(=O)[O-] terbium-europium terephthalate